FC(C1=NN=C(O1)C1=CC(=C(C=C1)CN(C(=O)C1[C@H]2CS[C@@H](C1)C2)C2=CC=CC=C2)F)F (1S,4S)-N-[[4-[5-(difluoromethyl)-1,3,4-oxadiazol-2-yl]-2-fluoro-phenyl]methyl]-N-phenyl-2-thia-2-azabicyclo[2.2.1]heptane-5-carboxamide